FC1=C(COC=2C=C3N(C(N2)=O)CC2N3CCCC2)C=CC(=C1)F 3-((2,4-difluorobenzyl)oxy)-6,7,8,9,9a,10-hexahydro-1H-pyrido[1',2':3,4]imidazo[1,2-c]pyrimidin-1-one